C(C)(C)(C)OC(=O)N1CCC12CN(C2)C=2C=CC=1N=CN=C(C1N2)NC2=CC(=C(C=C2)OCC2COCC2)Cl tert-butyl-6-[4-[3-chloro-4-(tetrahydrofuran-3-ylmethoxy)anilino]pyrido[3,2-d]pyrimidin-6-yl]-1,6-diazaspiro[3.3]heptane-1-carboxylate